C([C@@H](C(=O)[O-])N)SSC[C@@H](C(=O)[O-])N.[Mn+2] manganese cystinate